C(C)OC(COCCC#CC=O)OCC 5-(2,2-diethoxyethoxy)pent-2-ynal